CN(C1(CCCCC1)N(C)C)C N,N,N',N'-tetramethyl-cyclohexanediamine